(Z)-2-(3-fluorobenzylidene)succinic acid FC=1C=C(\C=C(/C(=O)O)\CC(=O)O)C=CC1